ClC1=CC=2N=C(N=C(C2C(=N1)OC(C)C)O)SC 7-chloro-5-isopropoxy-2-(methylthio)pyrido[4,3-d]pyrimidin-4-ol